(4-(1,3-dioxoisoindoline-2-yl)butyl)harmine O=C1N(C(C2=CC=CC=C12)=O)CCCCCC1=NC=CC=2C3=CC=C(OC)C=C3NC12